C(C)C1=C(C=CC=C1)N1N=C(C=C1C)C(=O)NC1=NC2=CC=CC=C2C=C1 1-(2-ethylphenyl)-5-methyl-N-(quinolin-2-yl)-1H-pyrazole-3-carboxamide